2-methyl-6-(trifluoromethyl)-2H-pyrazolo[3,4-d]pyrimidine-4-thiol CN1N=C2N=C(N=C(C2=C1)S)C(F)(F)F